D-(+)-Trehalose dihydrate C([C@@H]1[C@H]([C@@H]([C@H]([C@H](O1)O[C@@H]2[C@@H]([C@H]([C@@H]([C@H](O2)CO)O)O)O)O)O)O)O.O.O